N-(3-{4-[6-(cyclopropylmethoxy)pyridazin-3-yl]-6-oxo-1,6-dihydropyrimidin-2-yl}-4-(trifluoromethyl)benzyl)isobutyramide C1(CC1)COC1=CC=C(N=N1)C=1N=C(NC(C1)=O)C=1C=C(CNC(C(C)C)=O)C=CC1C(F)(F)F